4-methyl-N-((1-phenethylcyclohexyl)methyl)benzenesulfonamide CC1=CC=C(C=C1)S(=O)(=O)NCC1(CCCCC1)CCC1=CC=CC=C1